O=C1N(N2C(COCC2)=C1C(=O)O)C1=NC=CC=C1 2-oxo-1-(pyridin-2-yl)-2,4,6,7-tetrahydro-1H-pyrazolo[5,1-c][1,4]Oxazine-3-carboxylic acid